N1-((1R,2S)-3-fluoro-1-hydroxy-1-(4-(methylsulfonyl)phenyl)propan-2-yl)-4-hydroxy-N3-methoxyisophthalamide FC[C@H]([C@@H](C1=CC=C(C=C1)S(=O)(=O)C)O)NC(C1=CC(C(=O)NOC)=C(C=C1)O)=O